deoxy-3'-deoxythymidine [C@@H]1(CC[C@@H](C)O1)N1C(=O)NC(=O)C(C)=C1